NC1=C(C=CC(=C1)CCC1=CC=C(C=C1)C(F)(F)F)NC([C@@H]([C@@H](CCCCC)F)F)=O (2S,3R)-N-(2-amino-4-(4-(trifluoromethyl)phenethyl)phenyl)-2,3-difluorooctanamide